FCC=1N(C=CC(C1C(=O)OCC)C1=CC=C(C=C1)OC)CC1=CC=C(C=C1)OC ethyl 2-(fluoromethyl)-4-(4-methoxyphenyl)-1-[(4-methoxyphenyl) methyl]-1,4-dihydropyridine-3-carboxylate